ClCC1=CC=CC2=CC=CC=C12 1-chloromethylnaphthalene